1-(4-Bromo-2-fluorophenyl)-4-(2-fluoro-5-methoxy-4-nitrophenyl)piperazine BrC1=CC(=C(C=C1)N1CCN(CC1)C1=C(C=C(C(=C1)OC)[N+](=O)[O-])F)F